FC(OC=1C(=NC=CC1)C(=O)O)(F)F 3-(trifluoromethoxy)pyridine-2-carboxylic acid